C(C)(C)(C)OC(=O)N1CCN(CC1)CC1=CC=C(C(=O)O)C=C1 4-((4-(tert-butyloxycarbonyl)piperazin-1-yl)methyl)benzoic acid